[(2S,3S)-8-formyl-3-hydroxy-5-methoxy-2-methyl-2-(4-methyl-2-oxopent-3-enyl)-3,4-dihydrochromen-7-yl]methylhexadecanoate C(=O)C=1C(=CC(=C2C[C@@H]([C@@](OC12)(CC(C=C(C)C)=O)C)O)OC)COC(CCCCCCCCCCCCCCC)=O